N-[1-(4-{[(2-chlorophenyl)acetyl]amino}-2-[(2,4-dimethoxybenzyl)sulfamoyl]phenyl)-1H-pyrazol-4-yl]-2,2-difluoroacetamide ClC1=C(C=CC=C1)CC(=O)NC1=CC(=C(C=C1)N1N=CC(=C1)NC(C(F)F)=O)S(NCC1=C(C=C(C=C1)OC)OC)(=O)=O